C(CCC)OCCOCCOCCO triethylene glycol monoButyl ether